N[C@H](C(=O)N1CC=CCC1C=1C=NC=CC1)C (S)-2-amino-1-(6-(pyridin-3-yl)-5,6-dihydropyridin-1(2H)-yl)propan-1-one